tert-butyl 4-amino-6-chloro-2-(4-chloro-2-fluorophenyl)nicotinate NC1=CC(=NC(=C1C(=O)OC(C)(C)C)C1=C(C=C(C=C1)Cl)F)Cl